FC1=C(CN2C(C=3C=CC=NC3C(=C2)C(=O)N[C@@H]2[C@H](COCC2)O)=O)C=CC(=C1)C1=CC=NN1C 6-(2-fluoro-4-(1-methyl-1H-pyrazol-5-yl)benzyl)-N-((3R,4S)-3-hydroxytetrahydro-2H-pyran-4-yl)-5-oxo-5,6-dihydro-1,6-naphthyridine-8-carboxamide